N-[7-{4-(trifluoromethyl)phenoxy}chroman-3-yl]acrylamide tert-butyl-(5-formyl-2',6'-dimethyl-[1,1'-biphenyl]-3-yl)carbamate C(C)(C)(C)N(C(O)=O)C=1C=C(C=C(C1)C=O)C1=C(C=CC=C1C)C.FC(C1=CC=C(OC2=CC=C3CC(COC3=C2)NC(C=C)=O)C=C1)(F)F